tert-butyl ((2S,3S)-1-((4-fluoro-2-formylphenyl)amino)-3-methyl-1-oxopentan-2-yl)carbamate FC1=CC(=C(C=C1)NC([C@H]([C@H](CC)C)NC(OC(C)(C)C)=O)=O)C=O